ClC1=C(C=C(C=C1)C1=C(C=NC=C1)NC(OC(C)(C)C)=O)F Tert-butyl (4-(4-chloro-3-fluorophenyl)pyridin-3-yl)carbamate